[1,3]Diazocine-5(4H)-one N=1C=NCC(C=CC1)=O